FC1=C(OC2=CC=C(C=C2)C2=NN(C3=NC=NC(=C32)N)C3CCNCC3)C=CC=C1 3-(4-(2-fluorophenoxy)phenyl)-1-(piperidin-4-yl)-1H-pyrazolo[3,4-d]pyrimidin-4-amine